N-(4-(cis-bicyclo[3.1.0]hexan-3-yloxy)-3,5-difluorophenyl)-2-(3-ethyl-3-(methoxymethyl)azetidin-1-yl)-5-(2,2,2-trifluoroethyl)oxazole-4-carboxamide C12CC(CC2C1)OC1=C(C=C(C=C1F)NC(=O)C=1N=C(OC1CC(F)(F)F)N1CC(C1)(COC)CC)F